1-((1R,5S,6s)-6-(((6-(1-methyl-1H-pyrazol-4-yl)pyrazolo[1,5-a]pyrazin-4-yl)oxy)methyl)-3-azabicyclo[3.1.0]hexan-3-yl)prop-2-en-1-one CN1N=CC(=C1)C=1N=C(C=2N(C1)N=CC2)OCC2[C@H]1CN(C[C@@H]21)C(C=C)=O